5-(5-(4-(1-benzyl-1H-1,2,3-triazol-5-yl)piperidin-1-yl)Oxazol-2-yl)-N-(2,3-dihydro-1H-inden-2-yl)pyrimidin-2-amine C(C1=CC=CC=C1)N1N=NC=C1C1CCN(CC1)C1=CN=C(O1)C=1C=NC(=NC1)NC1CC2=CC=CC=C2C1